t-butyldimethyl-(((3S,4S,E)-4-methyl-1-(tributylstannyl)oct-1-en-6-yn-3-yl)oxy)silane C(C)(C)(C)[Si](O[C@H](/C=C/[Sn](CCCC)(CCCC)CCCC)[C@H](CC#CC)C)(C)C